N-(azetidin-3-ylmethyl)-2-(trifluoromethyl)benzamide N1CC(C1)CNC(C1=C(C=CC=C1)C(F)(F)F)=O